ClC(=O)N1CC[NH+](CC1)C 4-(chlorocarbonyl)-1-methylpiperazin-1-ium